BrC1=C(C=C2C(NC=NC2=C1)(C(F)(F)F)O)F 7-bromo-6-fluoro-4-hydroxy-4-(trifluoromethyl)-3,4-dihydroquinazolin